C1(CC1)N(C=1C=NC(=NC1)C#N)C1=NC=C(C=C1)C(=O)N1CCC(CC1)(F)F 5-(cyclopropyl(5-(4,4-difluoropiperidine-1-carbonyl)pyridin-2-yl)amino)pyrimidine-2-carbonitrile